phenyl (4-(cyclohexylsulfonyl)phenyl)carbamate C1(CCCCC1)S(=O)(=O)C1=CC=C(C=C1)NC(OC1=CC=CC=C1)=O